C(C)OC(/C(=N/N1C(CCC1C1=CC=CC=C1)=O)/N)=O (Z)-2-amino-2-((2-oxo-5-phenylpyrrolidin-1-yl)imino)acetic acid ethyl ester